(2R,4S)-1-cyano-N-[2-[(4,4-difluorocyclohexyl)amino]-1-(5-fluoro-3-pyridyl)-2-oxo-ethyl]-4-fluoro-N-[4-(pentafluoro-λ6-sulfanyl)phenyl]pyrrolidine-2-carboxamide C(#N)N1[C@H](C[C@@H](C1)F)C(=O)N(C1=CC=C(C=C1)S(F)(F)(F)(F)F)C(C(=O)NC1CCC(CC1)(F)F)C=1C=NC=C(C1)F